tert-butyl 6-((N-(tert-butoxycarbonyl) sulfamoyl) (ethyl) amino)-2-azaspiro[3.3]heptane-2-carboxylate C(C)(C)(C)OC(=O)NS(=O)(=O)N(C1CC2(CN(C2)C(=O)OC(C)(C)C)C1)CC